FC1CCC(CC1)NC(=O)C=1C(N(C2=NC=CC=C2C1O)CC=O)=O N-((1s,4s)-4-fluorocyclohexyl)-4-hydroxy-2-oxo-1-(2-oxoethyl)-1,8-naphthyridine-3-carboxamide